[Al].C(C)N(CC)CC(C(=O)N)=C(CCCN(C)C)N(CC)CC Bis(diethylamino)(3-dimethylaminopropyl-methacrylamide) aluminum